ClC=1C=C(C=CC1F)NC(N(C=1C=NC(=NC1)OC)CC1=NNC(=C1CC(C)(C)O)C(F)(F)F)=O (3-Chloro-4-fluorophenyl)-1-((4-(2-hydroxy-2-methylpropyl)-5-(trifluoromethyl)-1H-pyrazol-3-yl)methyl)-1-(2-methoxypyrimidin-5-yl)urea